NC1=C2N=C(N(C2=NC(=N1)F)CC=1C=C(COC2=NC=C(C(=C2)CO)OC)C=CC1)Br (2-((3-((6-amino-8-bromo-2-fluoro-9H-purin-9-yl)methyl)benzyl)-oxy)-5-methoxypyridin-4-yl)methanol